BrC=1C(C(=C2COCCN2C1C)C(=O)OC)=O Methyl 7-bromo-6-methyl-8-oxo-1,3,4,8-tetrahydropyrido[2,1-c][1,4]oxazine-9-carboxylate